5-methyl-1,3,4-oxadiazol-2-amine CC1=NN=C(O1)N